(methoxyphenyl)-3-oxopropionate COC1=C(C=CC=C1)OC(CC=O)=O